5-(4-chloro-2-fluorophenyl)-7-((2S)-2-(1-(1,2-difluoroethyl)-1H-pyrazol-4-yl)-4-morpholinyl)-2,3-dimethylpyrido[4,3-d]pyrimidin-4(3H)-one ClC1=CC(=C(C=C1)C1=NC(=CC=2N=C(N(C(C21)=O)C)C)N2C[C@@H](OCC2)C=2C=NN(C2)C(CF)F)F